Di(isopropyl)germanium C(C)(C)[Ge]C(C)C